The molecule is an arsenite ion resulting from the removal of a proton from two of the hydroxy groups of arsenous acid. It is an arsenite ion and a divalent inorganic anion. It is a conjugate base of an arsenite(1-). It is a conjugate acid of an arsenite(3-). O[As]([O-])[O-]